COC=1C(=C(C=CC1)C=1C(=C2C(=NC(=NN2C1)C=1N=CN(C1)C)O)C1=NC=CC=C1)C 6-(3-Methoxy-2-methylphenyl)-2-(1-methyl-1H-imidazol-4-yl)-5-(pyridin-2-yl)pyrrolo[2,1-f][1,2,4]triazin-4-ol